2-(4-pyridinyl)-5-naphthyl-oxazole N1=CC=C(C=C1)C=1OC(=CN1)C1=CC=CC2=CC=CC=C12